[1,3-bis-(2,4,6-trimethylphenyl)-2-imidazolidinylidene]dichloro(phenylindenylidene)(diethylphenylphosphine) ruthenium (II) [Ru+2].CC1=C(C(=CC(=C1)C)C)N1C(N(CC1)C1=C(C=C(C=C1C)C)C)=C(C=C1C(=CC2=CC=CC=C12)C1=CC=CC=C1)P(C1=C(C(=CC=C1)Cl)Cl)CC